tert-butyl (6-((4-(pyridin-2-yl)thiazol-2-yl)carbamoyl)pyridin-3-yl)carbamate N1=C(C=CC=C1)C=1N=C(SC1)NC(=O)C1=CC=C(C=N1)NC(OC(C)(C)C)=O